FC1=C(C(=O)OC)C=C(C=C1C=1SC(=CN1)C)OC[C@H]1N(CCOC1)C (S)-methyl 2-fluoro-5-((4-methylmorpholin-3-yl)methoxy)-3-(5-methylthiazol-2-yl)benzoate